(S)-2-((4-((2-hydroxy-1-phenylethyl)amino)-5-(3,8-dioxa-1-azaspiro[4.5]dec-1-en-2-yl)pyridin-2-yl)amino)-7,7-dimethylfuro[3,4-d]pyrimidin-5(7H)-one OC[C@H](C1=CC=CC=C1)NC1=CC(=NC=C1C1=NC2(CO1)CCOCC2)NC=2N=CC1=C(N2)C(OC1=O)(C)C